COC(CCCCCCCCCC\C=C/CCCCC)=O cis-12-Octadecenoic Acid methyl ester